2-(2-methoxyphenyl)-2-propanol COC1=C(C=CC=C1)C(C)(C)O